3-methyl-2-(4,4,5,5-tetramethyl-1,3,2-dioxaborolan-2-yl)phenol CC=1C(=C(C=CC1)O)B1OC(C(O1)(C)C)(C)C